C1(CC1)C=1N=NN(C1)[C@H](C(=O)N1[C@@H](C[C@H](C1)O)C(=O)NC1C(CCCC1)N1CCN(CC1)C1=C(C=CC=C1)OC)C(C)(C)C (2S,4R)-1-[(2S)-2-(4-cyclopropyltriazol-1-yl)-3,3-dimethyl-butanoyl]-4-hydroxy-N-[2-[4-(2-methoxyphenyl)piperazin-1-yl]cyclohexyl]pyrrolidine-2-carboxamide